ClC=1C=C(C=CC1)C1N(CC(CC1)C)C(C(=O)NC=1C=C(C(=NC1)NC(OC(C)(C)C)=O)C)=O.C1(CC2C(CC1)O2)CC[Si](O[Si](C)(C)C)(O[Si](C)(C)C)CCC2CC1C(CC2)O1 bis[2-(3,4-epoxycyclohexyl) ethyl] hexamethyltrisiloxane tert-butyl N-[5-[[2-[2-(3-chlorophenyl)-5-methyl-1-piperidyl]-2-oxo-acetyl]amino]-3-methyl-2-pyridyl]carbamate